C(C)(C)(C)OC(NC=1C=2N(C=C(N1)CO)C1=C(N2)C=CC=C1)=O (3-(hydroxymethyl)benzo[4,5]imidazo[1,2-a]pyrazin-1-yl)carbamic acid tert-butyl ester